CS(=O)(=O)CCNCC1=CN(C=C1)C=1C=C2C(=NC=NC2=CC1)N 6-(3-(((2-(methylsulfonyl)ethyl)amino)methyl)-1H-pyrrol-1-yl)quinazolin-4-amine